ClC1=C2C=C(C(N(C2=CC(=N1)Cl)C)=O)C 5,7-dichloro-1,3-dimethyl-1,6-naphthyridin-2(1H)-one